ClC1=C(C(=C(C(=N1)N1CCC(CC1)OCCNC(OC(C)(C)C)=O)C#N)CC)C#N tert-butyl (2-((1-(6-chloro-3,5-dicyano-4-ethylpyridin-2-yl)piperidin-4-yl)oxy)ethyl)carbamate